(E)-N'-cyano-N-((1,2,3,5,6,7-hexahydro-s-indacen-4-yl)carbamoyl)-2-((S)-1-(methyl-d3)pyrrolidin-2-yl)ethene-1-sulfonimidamide C(#N)N=S(=O)(NC(NC1=C2CCCC2=CC=2CCCC12)=O)\C=C\[C@H]1N(CCC1)C([2H])([2H])[2H]